(R)-Methyl 5-(azetidin-2-ylmethoxy)-2-methylbenzoate N1[C@H](CC1)COC=1C=CC(=C(C(=O)OC)C1)C